O(C1=CC=CC=C1)CCOC(=O)C=1C2=C(SC1)C=CC=C2 2-phenoxyethylbenzo[b]thiophene-3-carboxylate